C(C)C1(COC1)COCC1=CC=CC=C1 [1-(3-Ethyl-3-oxetanylmethoxy)methyl]benzene